N-[6,7-Dichloro-2-(2-pyrazin-2-ylacetyl)-10-(1H-pyrazol-4-yl)-3,4-dihydro-1H-pyrazino[1,2-a]indol-9-yl]-2,2-difluoro-acetamide ClC1=C(C=C(C=2C(=C3N(C12)CCN(C3)C(CC3=NC=CN=C3)=O)C=3C=NNC3)NC(C(F)F)=O)Cl